methyl 4-(N-((7-(5-(difluoromethyl)-1,3,4-oxadiazol-2-yl)imidazo[1,2-a]pyridin-2-yl)methyl)-N-(3-fluorophenyl)sulfamoyl)piperidine-1-carboxylate FC(C1=NN=C(O1)C1=CC=2N(C=C1)C=C(N2)CN(S(=O)(=O)C2CCN(CC2)C(=O)OC)C2=CC(=CC=C2)F)F